C(C)(C)(C)C=1C(=C(C=CC1)CN1CCN(CC1)C1=C(C(N(C2=CC=C(N=C12)Cl)C)=O)C#N)O 4-{4-[(3-tert-butyl-2-hydroxyphenyl)methyl]piperazin-1-yl}-6-chloro-1-methyl-2-oxo-1,2-dihydro-1,5-naphthyridine-3-carbonitrile